(E)-7-bromo-5-fluoro-2',3',5',6'-tetrahydrospiro[chromane-2,4'-pyran]-4-one O-toluenesulfonyl oxime C(C1=CC=CC=C1)S(=O)(=O)O\N=C\1/CC2(CCOCC2)OC2=CC(=CC(=C12)F)Br